NC1=NC=C(C2=C1C(=NN2C)C2=CC(=C(C=C2)NS(=O)(=O)C(F)F)O[C@@H](C)C2=CC=C(C=C2)F)N2CCOCC2 N-{4-[4-amino-1-methyl-7-(morpholin-4-yl)-1H-pyrazolo[4,3-c]pyridin-3-yl]-2-[(1S)-1-(4-fluorophenyl)ethoxy]phenyl}-1,1-difluoromethanesulfonamide